5-chloronaphthalen-2-ol ClC1=C2C=CC(=CC2=CC=C1)O